cyanomethyl-[2-[(2R,3R,4S,5S)-3,4,5-tris[(3,4-dimethoxyphenyl)methoxy]-6-(4-methoxyphenoxy)tetrahydropyran-2-yl]ethyl]phosphinic acid C(#N)CP(O)(=O)CC[C@H]1OC([C@H]([C@H]([C@@H]1OCC1=CC(=C(C=C1)OC)OC)OCC1=CC(=C(C=C1)OC)OC)OCC1=CC(=C(C=C1)OC)OC)OC1=CC=C(C=C1)OC